FC=1C(=NC=CC1C#CC=1C=C2C(=NC1)NN=C2)NS(=O)(=O)C=2C(=NC=C(C2)C)C N-[3-Fluoro-4-(2-{1H-pyrazolo[3,4-b]pyridin-5-yl}ethynyl)pyridin-2-yl]-2,5-dimethylpyridine-3-sulfonamide